(2R,3R,4S,5R)-3,4-dihydroxy-2-(4-hydroxyimidazo[2,1-f][1,2,4]triazin-7-yl)-5-(hydroxymethyl)tetrahydrofuran-2-carbonitrile O[C@H]1[C@](O[C@@H]([C@H]1O)CO)(C#N)C1=CN=C2C(=NC=NN21)O